1,3-bis[bis(o-methoxyphenyl)phosphino]propane COC1=C(C=CC=C1)P(CCCP(C1=C(C=CC=C1)OC)C1=C(C=CC=C1)OC)C1=C(C=CC=C1)OC